1-(5-{[(4-chlorophenyl)methyl]sulfanyl}-4-nitrothiophen-2-yl)ethan-1-one ClC1=CC=C(C=C1)CSC1=C(C=C(S1)C(C)=O)[N+](=O)[O-]